C(C)(C)(C1=CC=CC=C1)C1=CC=C(C=C1)O p-Cumyl-phenol